C(=O)O.O=C1NC(CCC1N1C(C2=CC=C(C=C2C1=O)NCC(=O)NCC(=O)NC)=O)=O 2-(2-((2-(2,6-dioxopiperidin-3-yl)-1,3-dioxoisoindol-5-yl)amino)acetamido)-N-methylacetamide formate